(R)-3-methyl-2-(((S)-N-methyl-1-tritylazepine-2-carboxamido)methyl)butanoic acid methyl ester COC([C@H](C(C)C)CN(C(=O)C=1N(C=CC=CC1)C(C1=CC=CC=C1)(C1=CC=CC=C1)C1=CC=CC=C1)C)=O